2-((4-(7-((1-((2,7-diazaspiro[3.5]nonan-7-yl)sulfonyl)piperidin-4-yl)methyl)-2,7-Diazaspiro[3.5]nonan-2-yl)pyrimidin-5-yl)oxy)-5-fluoro-N,N-diisopropylbenzamide hydrochloride Cl.C1NCC12CCN(CC2)S(=O)(=O)N2CCC(CC2)CN2CCC1(CN(C1)C1=NC=NC=C1OC1=C(C(=O)N(C(C)C)C(C)C)C=C(C=C1)F)CC2